N1(CCNCC1)CC1(CC1)C(=O)OC methyl 1-(piperazin-1-ylmethyl)cyclopropane-1-carboxylate